C(C)(C)(C)OC(=O)N1[C@H](C[C@@H](C1)N1N=C(C=2C1=NC=NC2N)C#CC=2C=CC1=C(N(C(=N1)C)C)C2)COC (2R,4S)-4-(4-amino-3-((1,2-dimethyl-1H-benzo[d]imidazol-6-yl)ethynyl)-1H-pyrazolo[3,4-d]pyrimidin-1-yl)-2-(methoxymethyl)pyrrolidine-1-carboxylic acid tert-butyl ester